2,3,5,6,7,8-hexahydrophthalazine-1,4-dione C1(NNC(C=2CCCCC12)=O)=O